2-((3-(4-bromophenyl)-1,2,4-oxadiazol-5-yl)methyl)acrylic acid BrC1=CC=C(C=C1)C1=NOC(=N1)CC(C(=O)O)=C